[N-]=C=S.O1CC=CC=C1 pyran isothiocyanate